trans-N-{4-((4-(2-(2-oxa-6-azaspiro[3.3]heptan-6-yl)pyridin-4-yl)phenyl)sulfonyl)cyclohexyl}-5-(trifluoromethyl)pyridin-2-amine C1OCC12CN(C2)C2=NC=CC(=C2)C2=CC=C(C=C2)S(=O)(=O)[C@@H]2CC[C@H](CC2)NC2=NC=C(C=C2)C(F)(F)F